2-(benzyloxy)-4-bromobenzoic acid C(C1=CC=CC=C1)OC1=C(C(=O)O)C=CC(=C1)Br